2-(3-Methyl-1-tosyl-1H-indol-2-yl)ethyl benzoate C(C1=CC=CC=C1)(=O)OCCC=1N(C2=CC=CC=C2C1C)S(=O)(=O)C1=CC=C(C)C=C1